2-((methylamino)methyl)-1-(4-methoxyphenyl)cyclohexan-1-ol CNCC1C(CCCC1)(O)C1=CC=C(C=C1)OC